C(C1=CC=CC=C1)C1(CN(CC1)S(=O)(=O)C1=NN(N=C1)C)C=1C=C2C=NN(C2=CC1CC)COCC[Si](C)(C)C 5-(3-benzyl-1-((2-methyl-2H-1,2,3-triazol-4-yl)sulfonyl)pyrrolidin-3-yl)-6-ethyl-1-((2-(trimethylsilyl)ethoxy)methyl)-1H-indazole